O=C1N(CC2=C3C(=CC=C12)CC1(CCNCC1)O3)C3C(NC(CC3)=O)=O 3-(6-oxo-6,8-dihydrospiro[furo[2,3-e]isoindole-2,4'-piperidin]-7(3H)-yl)piperidine-2,6-dione